NC1=NC=CC2=C(C=CC=C12)NCC12N(CC(C1)(C2)COC2=CC(N(C=C2)C)=O)C(=O)N(C)CC2=CC=CC=C2 1-[[(1-Aminoisoquinolin-5-yl)amino]methyl]-N-benzyl-N-methyl-4-[(1-methyl-2-oxopyridin-4-yl)oxymethyl]-2-azabicyclo[2.1.1]hexane-2-carboxamide